BrC=1C(=NN2C1CN(CC2)C(=O)OC(C)(C)C)NC2=C(C=C(C=C2)Cl)F tert-butyl 3-bromo-2-(4-chloro-2-fluoroanilino)-6,7-dihydropyrazolo[1,5-a]pyrazine-5(4H)-carboxylate